2-(3-tert-butyl-2-hydroxy-5-methylphenyl)-5-chlorobenzo-triazole C(C)(C)(C)C=1C(=C(C=C(C1)C)N1N=C2C(=N1)C=CC(=C2)Cl)O